(S)-2-hydroxy-3-(3-hydroxy-5-(naphthalen-2-yl)pyridinamido)propionic acid O[C@H](C(=O)O)CNC(=O)C1=NC=C(C=C1O)C1=CC2=CC=CC=C2C=C1